C(C)(C)OC1=CC=C(C=C1)C1=NN=C(O1)N=C(SC)SC Dimethyl (5-(4-isopropoxyphenyl)-1,3,4-oxadiazol-2-yl)carbonimidodithioate